N(=NC1SC2=C(N1CC)C=CC(=C2)S(=O)(=O)O)C2SC1=C(N2CC)C=CC(=C1)S(=O)(=O)O 2,2'-azo-bis(3-ethylbenzothiazoline-6-sulfonic acid)